bis[4-[4-aminophenoxy] phenyl] sulfone NC1=CC=C(OC2=CC=C(C=C2)S(=O)(=O)C2=CC=C(C=C2)OC2=CC=C(C=C2)N)C=C1